C(C)(C)C1=C(NC2=CC=C(C=C12)OC1CCN(CC1)C(C)C)C1=CC(=NC=C1)C 3-isopropyl-5-((1-isopropylpiperidin-4-yl)oxy)-2-(2-methylpyridin-4-yl)-1H-indole